Fluoro-4,6'-dimethyl-[3,4'-bipyridine]-2'-formamidine hydrochloride Cl.FC1=NC=CC(=C1C1=CC(=NC(=C1)C)C(=N)N)C